S1C=C(C=C1)C=1C=CC2=C(N=NC=3C=CC=CC23)C1 3-(thiophen-3-yl)benzo[C]cinnoline